FC1=CC(=C(C=C1)[C@H]1[C@@H](O[C@@]([C@@H]1C)(C(F)(F)F)C)C(=O)NC1=CC(=NC=C1)C(=O)N)OC 4-((2R,3S,4R,5S)-3-(4-fluoro-2-methoxyphenyl)-4,5-dimethyl-5-(trifluoromethyl)tetrahydrofuran-2-carboxamido)picolinamide